5-(4-ethylphenyl)-2-(chloromethyl)-1,3-oxazole C(C)C1=CC=C(C=C1)C1=CN=C(O1)CCl